tert-butyl (3S)-3-[(2S)-2-{[(benzyloxy)carbonyl] amino}-3-methoxy-3-oxopropyl]piperidine-1-carboxylate C(C1=CC=CC=C1)OC(=O)N[C@@H](C[C@H]1CN(CCC1)C(=O)OC(C)(C)C)C(=O)OC